N-[(2S,3R,4S)-4-fluoro-2-[(2-fluoro[1,1'-biphenyl]-3-yl)methyl]-1-(2-hydroxy-2-methylpropanoyl)pyrrolidin-3-yl]ethanesulfonamide nickel [Ni].F[C@@H]1[C@@H]([C@@H](N(C1)C(C(C)(C)O)=O)CC=1C(=C(C=CC1)C1=CC=CC=C1)F)NS(=O)(=O)CC